tetramethoxytetraphenyl-ethylene COC=1C(=C(C(=C(C1)C(=C(C1=CC=CC=C1)C1=CC=CC=C1)C1=CC=CC=C1)OC)OC)OC